C[C@H]1CN(CCN1)C(=O)OCCCC butyl (S)-3-methylpiperazine-1-carboxylate